C1(=CC=CC=C1)P(OCC)(=O)C(C1=C(C=C(C=C1C)C)C)=O ethyl phenyl(2,4,6-trimethylbenzoyl)phosphinate